2-(((6-bromopyridin-2-yl)(methyl)amino)methyl)-7-methoxy-[1,2,4]triazolo[1,5-c]quinazolin-5-amine BrC1=CC=CC(=N1)N(C)CC1=NN2C(=NC=3C(=CC=CC3C2=N1)OC)N